8-((5-bromopentyl)oxy)-7-methoxy-4-phenyl-1,2,3,4-tetrahydro-5H-benzo[e][1,4]diazepin BrCCCCCOC=1C(=CC2=C(NCCN(C2)C2=CC=CC=C2)C1)OC